BrC1=CC(=C(C=C1)C=1CCNCC1)F 4-(4-bromo-2-fluorophenyl)-1,2,3,6-tetrahydropyridine